1-behenoyl-2-erucoyl-sn-glycero-3-phosphocholine C(CCCCCCCCCCCCCCCCCCCCC)(=O)OC[C@@H](OC(CCCCCCCCCCC\C=C/CCCCCCCC)=O)COP(=O)([O-])OCC[N+](C)(C)C